C(C=C)(=O)N1CCC(CC1)OC=1C=C2C(=C(C=NC2=CC1OC)C#N)NC1=CC(=C(C=C1)OC(F)(F)F)Cl 6-((1-acryloylpiperidin-4-yl)oxy)-4-((3-chloro-4-(trifluoromethoxy)phenyl)-amino)-7-methoxy-quinoline-3-carbonitrile